FC(CO)(F)C=1C=C(C=CC1)[C@@H](C)NC1=NC=2N(C=3C1=CN(C(C3)=O)C3CC(C3)(F)F)N=CC2 (R)-5-((1-(3-(1,1-difluoro-2-hydroxyethyl)phenyl)ethyl)amino)-7-(3,3-difluorocyclobutyl)pyrazolo[1,5-a]pyrido[3,4-e]pyrimidin-8(7H)-one